(S)-2-(((benzyloxy)carbonyl)amino)-4-((2-methoxyethyl)(4-(5,6,7,8-tetrahydro-1,8-naphthyridin-2-yl)butyl)amino)butanoic acid C(C1=CC=CC=C1)OC(=O)N[C@H](C(=O)O)CCN(CCCCC1=NC=2NCCCC2C=C1)CCOC